ClC1=CC=C(C=C1)C(N1C[C@@H](N(C[C@H]1C)C=1C=2N=CN(C2N2C(N1)=NN=C2)C[C@H]2OCCC2)C)C2CC2 4-((2S,5R)-4-((4-Chlorophenyl)(cyclopropyl)methyl)-2,5-dimethylpiperazin-1-yl)-1-(((S)-tetrahydrofuran-2-yl)methyl)-1H-[1,2,4]triazolo[3,4-b]purine